7-[5-[[1-[2-(aminomethyl)-3,3-difluoro-allyl]-5-oxo-1,2,4-triazol-4-yl]methyl]-2-thienyl]-1,4-dihydro-3,1-benzoxazin-2-one NCC(CN1N=CN(C1=O)CC1=CC=C(S1)C1=CC2=C(COC(N2)=O)C=C1)=C(F)F